BrC=1C=C(C=2N(C1)C(=CN2)C#N)C 6-bromo-8-methylimidazo[1,2-a]pyridine-3-carbonitrile